C(C1=CC=CC=C1)OC1=NC(=CC=C1N1C(N(C2=C1C=CC(=C2)[C@@H]2CN(CCC2)CC(=O)OC(C)(C)C)C)=O)OCC2=CC=CC=C2 tert-butyl 2-[(3R)-3-[1-(2,6-dibenzyloxy-3-pyridyl)-3-methyl-2-oxo-benzimidazol-5-yl]-1-piperidyl]acetate